BrC1=CNC=2C1=NC(=CC2CN2C[C@H](CCC2)C)C(=O)NC2=CC(=CC=C2)C2(CC(C2)CC#N)C2=NN=CN2C 3-bromo-N-(3-((1s,3R)-3-(cyanomethyl)-1-(4-methyl-4H-1,2,4-triazol-3-yl)cyclobutyl)phenyl)-7-(((S)-3-methylpiperidin-1-yl)methyl)-1H-pyrrolo[3,2-b]pyridine-5-carboxamide